dimethyl-(2-propanol) indium [In].CC(C(C)O)C